Z-coumarate C(\C=C/C1=CC=C(C=C1)O)(=O)[O-]